N[C@@H](C(C)(C)C)C1=NN=C(O1)CC(=O)OCC ethyl {5-[(1S)-1-amino-2,2-dimethylpropyl]-1,3,4-oxadiazol-2-yl}acetate